COC1=C(C=CC(=C1)OC)C(C1=CC=C(OCC(=O)NC(C2=CC=C(C=C2)C)C2=CC=CC=C2)C=C1)(N)C(=O)OCC1C2=CC=CC=C2C2=CC=CC=C12 4-(2',4'-dimethoxyphenyl-Fmoc-aminomethyl)-phenoxyacetyl-p-methyl-benzhydrylamine